N-Fmoc-L-pipecolic acid C(=O)(OCC1C2=CC=CC=C2C2=CC=CC=C12)N1[C@@H](CCCC1)C(=O)O